6-pyrazol-1-yl-pyridazin-3-one N1(N=CC=C1)C=1C=CC(NN1)=O